(3,4-Dichlorophenyl)((1R,5S)-6-phenyl-3,6-diazabicyclo[3.1.1]heptan-3-yl)methanone ClC=1C=C(C=CC1Cl)C(=O)N1C[C@@H]2N([C@H](C1)C2)C2=CC=CC=C2